CCC(CCCCCCCCCCCC)C=1C(=C(C=CC1)O)C(CC)CCCCCCCCCCCC Di(3-Pentadecyl)Phenol